(2,6-diisopropylphenyl)imidazolium chloride [Cl-].C(C)(C)C1=C(C(=CC=C1)C(C)C)C=1NC=C[NH+]1